3-(3-((4-fluoro-2,2-dioxido-1,3-dihydrobenzo[c]thiophen-5-yl)amino)-1H-pyrazol-5-yl)cyclopentyl oxetan-3-ylcarbamate O1CC(C1)NC(OC1CC(CC1)C1=CC(=NN1)NC1=C(C2=C(CS(C2)(=O)=O)C=C1)F)=O